NC1=NN(C(=C1)C1=CC(=C(C#N)C=C1)F)C=1C=C2C=NN(C2=CC1)C 4-(3-amino-1-(1-methyl-1H-indazol-5-yl)-1H-pyrazol-5-yl)-2-fluorobenzonitrile